(5-bromopyridin-3-yl)-3-(difluoromethyl)-1H-pyrazole-4-carboxylic acid BrC=1C=C(C=NC1)N1N=C(C(=C1)C(=O)O)C(F)F